(1R,5S)-6-(4-ethoxyphenyl)-9,9-dimethyl-3-(prop-2-yn-1-yl)-3,6-diazabicyclo[3.2.2]nonane C(C)OC1=CC=C(C=C1)N1[C@@H]2CN(C[C@H](C1)CC2(C)C)CC#C